iso-Butanen C=C(C)C